C(C)(C)(C)C=1SC2=C(N1)C(CC1(CCN(CC1)C(=O)C=1C=C(C(=C3C=CNC13)Cl)OC)C2)=O 2-(tert-butyl)-1'-(4-chloro-5-methoxy-1H-indole-7-carbonyl)-5H-spiro[benzo[d]thiazole-6,4'-piperidin]-4(7H)-one